C[C@H]1[C@H]([C@H]([C@H]([C@@H](O1)O[C@H]2[C@@H]([C@H](O[C@H]([C@@H]2O)OCCCCCN)CO)O)OC(=O)C)O)OC(=O)C The molecule is a disaccharide derivative consisting of a beta-D-glucosyl residue glycosidically linked to a 5-aminopentyl group and which carries at O-3 a 2,4-di-O-acetyl-6-deoxy-alpha-L-talosyl residue. It is a disaccharide derivative and a glycoside.